2-chloro-N-(3-nitro-6-phenylpyridin-2-yl)pyrimidine-5-carboxamide tert-butyl-(2R,4S)-2-(5-bromo-6-methoxyisoindoline-2-carbonyl)-4-phenylpyrrolidine-1-carboxylate C(C)(C)(C)OC(=O)N1[C@H](C[C@H](C1)C1=CC=CC=C1)C(=O)N1CC2=CC(=C(C=C2C1)Br)OC.ClC1=NC=C(C=N1)C(=O)NC1=NC(=CC=C1[N+](=O)[O-])C1=CC=CC=C1